C1CCC12N(CCNC2)CC=2C=NC(=NC2)NC=2SC(=CN2)C2=NC(=NC=C2)OC2CCC1(COC1)CC2 5-{5,8-diazaspiro[3.5]nonan-5-ylmethyl}-N-[5-(2-{2-oxaspiro[3.5]nonan-7-yloxy}pyrimidin-4-yl)-1,3-thiazol-2-yl]pyrimidin-2-amine